C1(=CC=C(C=C1)SSC1=CC=C(C=C1)C1=CC=CC=C1)C1=CC=CC=C1 4-biphenylyl disulfide